C(C)(=O)C1=NC(=CC2=C1N=C(NC2=O)C)Cl 8-Acetyl-6-chloro-2-methylpyrido[3,4-d]pyrimidin-4(3H)-one